N-(2-cyanopyrrol-1-yl)(tert-butoxy)formamide C(#N)C=1N(C=CC1)N(C=O)OC(C)(C)C